NCC(=O)NC1=C(C=CC=C1)SC1=C(C=CC=C1)F 2-amino-N-(2-((2-fluorophenyl)thio)phenyl)acetamide